NC1=CC(=C(C=C1F)C(F)(F)F)F 4-amino-2,5-difluorobenzotrifluoride